dioctadecyl-3,5-di-tert-butyl-4-hydroxybenzyl phosphonate P(OC(C1=CC(=C(C(=C1)C(C)(C)C)O)C(C)(C)C)(CCCCCCCCCCCCCCCCCC)CCCCCCCCCCCCCCCCCC)([O-])=O